4,6-dimethoxy-N-(9-(trifluoromethyl)-4H-chromeno[4,3-d]thiazol-2-yl)pyrimidine-5-carboxamide COC1=NC=NC(=C1C(=O)NC=1SC2=C(N1)C=1C(=CC=CC1OC2)C(F)(F)F)OC